1-(((2S,3S,4S)-1-(14-amino-3,6,9,12-tetraoxatetradecyl)-3-ethyl-4-fluoro-5-oxopyrrolidin-2-yl)methoxy)-7-methoxyisoquinoline-6-carboxamide NCCOCCOCCOCCOCCN1[C@@H]([C@@H]([C@@H](C1=O)F)CC)COC1=NC=CC2=CC(=C(C=C12)OC)C(=O)N